ClC=1C(=CC(=C(C(=O)NC2=CC(=NC=C2)[S@@](=O)(=N)C)C1)OC=1C(=NC(=CC1)F)C)C(F)(F)F (R)-5-chloro-2-((6-fluoro-2-methylpyridin-3-yl)oxy)-N-(2-(S-methylsulfonimidoyl)pyridin-4-yl)-4-(trifluoromethyl)benzamide